5-(1-(1,3-difluoropropan-2-yl)-1H-benzo[d][1,2,3]triazol-6-yl)-4-methoxy-N-(1-(oxetan-3-yl)piperidin-4-yl)pyrrolo[2,1-f][1,2,4]triazin-2-amine FCC(CF)N1N=NC2=C1C=C(C=C2)C=2C=CN1N=C(N=C(C12)OC)NC1CCN(CC1)C1COC1